N-(2-amino-2-methylpropyl)-6-(3-methyl-5-(pentafluoro-λ6-sulfaneyl)-1H-indol-2-yl)pyrazine-2-carboxamide acetate C(C)(=O)O.NC(CNC(=O)C1=NC(=CN=C1)C=1NC2=CC=C(C=C2C1C)S(F)(F)(F)(F)F)(C)C